ClC=1C=CC2=C(C(=NCC(N2)=O)C2=CC=CC=C2)C1 7-chloro-5-phenyl-1H-1,4-benzodiazepine-2(3H)-one